C1(CC1)C=1C=CC2=C(C(=NO2)NS(=O)(=O)N2C[C@H]3OCC(N([C@@H]3CC2)C2=CC(=C(C=C2OC)C2=CC(=CC=C2)C(F)(F)F)F)=O)C1 trans-N-(5-cyclopropylbenzo[d]isoxazol-3-yl)-1-(2-fluoro-5-methoxy-3'-(trifluoromethyl)-[1,1'-biphenyl]-4-yl)-2-oxohexahydro-1H-pyrido[3,4-b][1,4]oxazine-6(7H)-sulfonamide